OC1=C(C(=O)NCCCCCCCCC(=O)NC2=CC=C(C[C@H](N)C(=O)O)C=C2)C=CC=C1 4-(9-(2-hydroxybenzamido)nonanamido)-L-phenylalanine